BrC1=CC=2C3=C(C=NC2C=C1)NC(N3C3=CC=C(C=C3)C(C)(C)C)=O 8-bromo-1-(4-(tert-butyl)phenyl)-1,3-dihydro-2H-imidazo[4,5-c]quinolin-2-one